C(CCCCCCCCCCCCC)C1(N=CC=N1)C(=O)N 2-tetradecyl-imidazoleAMID